CN(S(=O)(=O)N([C@@H]1[C@@H](N(CC1)C(=O)OC(C)(C)C)C(=O)OC)CC1=CC=C(C=C1)OC)C 1-tert-butyl 2-methyl (CIS)-3-[(dimethylsulfamoyl)[(4-methoxyphenyl)methyl]amino]pyrrolidine-1,2-dicarboxylate